(7-(3-Benzylphenoxy)-1-chloro-4-hydroxyisoquinoline-3-carbonyl)glycine C(C1=CC=CC=C1)C=1C=C(OC2=CC=C3C(=C(N=C(C3=C2)Cl)C(=O)NCC(=O)O)O)C=CC1